2-methyl-2'-oxospiro[cyclopropane-1,3'-indoline] CC1CC12C(NC1=CC=CC=C21)=O